O1COC2=C1C=CC(=C2)NS(=O)(=O)C=2C=C(C(=O)NC1=CC=C(C=C1)CC#N)C=CC2 3-(N-(benzo[d][1,3]dioxol-5-yl)sulfamoyl)-N-(4-(cyanomethyl)phenyl)benzamide